N=1N(N=CC1)C1=C(C(=O)N)C=CC=C1 2-(1,2,3-triazol-2-yl)benzamide